N-(2-(4-fluoro-1H-indol-3-yl)ethyl)-N,2-dimethylpropan-1-amine FC1=C2C(=CNC2=CC=C1)CCN(CC(C)C)C